2-((4-ethylpyridin-2-yl)amino)benzo[d]thiazole-6-carbonitrile C(C)C1=CC(=NC=C1)NC=1SC2=C(N1)C=CC(=C2)C#N